N1C=C(C=2C=NC=CC21)C(=O)N=[N+]=[N-] 1H-pyrrolo[3,2-c]pyridine-3-carbonyl azide